C(C)(C)(C)OC(=O)NC(CO)C1=CC=C(C(=O)[O-])C=C1 4-(1-((tert-butoxycarbonyl)amino)-2-hydroxyethyl)benzoate